COC=1C=C(C=C(C1)OC)CCN 2-(3,5-dimethoxyphenyl)ethan-1-amine